magnesium bis-creatine O=C(O)CN(C)C(N)=N.O=C(O)CN(C)C(N)=N.[Mg]